C(C)(=O)C=1C2=C(C(=NC1)N)C(=NN2C2CNCC2)C=C2C=CC=1C(NSC1)=C2 3-(7-acetyl-4-amino-3-(benzo[c]isothiazol-6-ylidenemethyl)-1H-pyrazolo[4,3-c]pyridin-1-yl)pyrrolidin